(R)-1-(3-(3-(6-amino-5-fluoropyrazin-2-yl)-5-chlorophenyl)morpholino)prop-2-en-1-one NC1=C(N=CC(=N1)C=1C=C(C=C(C1)Cl)[C@@H]1COCCN1C(C=C)=O)F